benzyl 3-(4-chlorobenzyl)-2-((4-hydroxybutyl) amino)-4-oxo-3,5,7,8-tetrahydropyrido[4,3-d]pyrimidine-6(4H)-carboxylate ClC1=CC=C(CN2C(=NC3=C(C2=O)CN(CC3)C(=O)OCC3=CC=CC=C3)NCCCCO)C=C1